benzyl 2-[1-(2,6-dioxo-3-piperidinyl)-3-methyl-2-oxo-benzoimidazol-4-yl]-5,5-difluoro-2,7-diazaspiro[3.5]nonane-7-carboxylate O=C1NC(CCC1N1C(N(C2=C1C=CC=C2N2CC1(C2)C(CN(CC1)C(=O)OCC1=CC=CC=C1)(F)F)C)=O)=O